Tert-butyl (3-fluoro-5-(((4-methoxy-3-(1-methyl-1H-1,2,4-triazol-3-yl)-5-nitrobenzyl)oxy)methyl)phenyl)carbamate FC=1C=C(C=C(C1)COCC1=CC(=C(C(=C1)[N+](=O)[O-])OC)C1=NN(C=N1)C)NC(OC(C)(C)C)=O